11,12-dihydroindolo[2,3-a]carbazole-1,2,3,4,5,6,7,8,9,10-d10 C1(=C(C(=C(C2=C1NC1=C2C(=C(C=2C3=C(C(=C(C(=C3NC12)[2H])[2H])[2H])[2H])[2H])[2H])[2H])[2H])[2H])[2H]